O=C1NC(CCC1N1C(C2=CC=C(C=C2C1=O)N1CC(C1)N1CCN(CC1)C1=C(C=C(C(=C1)OC)[N+](=O)[O-])C=1C=NN(C1)C)=O)=O 2-(2,6-Dioxopiperidin-3-yl)-5-(3-(4-(5-methoxy-2-(1-methyl-1H-pyrazol-4-yl)-4-nitrophenyl)piperazin-1-yl)azetidin-1-yl)isoindoline-1,3-dione